13-bromo-4,14-dimethoxy-16,16-dioxo-19-(trifluoromethyl)-9-oxa-16λ6-thia-5,17-diazatetracyclo[16.3.1.111,15.02,7]tricosa-1(21),2,4,6,11(23),12,14,18(22),19-nonaen-10-one BrC1=CC=2C(OCC3=CN=C(C=C3C3=CC=C(C(NS(C(=C1OC)C2)(=O)=O)=C3)C(F)(F)F)OC)=O